C1(CCCC1)N1C[C@H]([C@@H](CC1)NC(=O)C1=NOC(=N1)C1=C(C=C(C=C1)F)F)C(=O)O |r| rac-(3R,4R)-1-cyclopentyl-4-{[5-(2,4-difluoro-phenyl)-[1,2,4]oxadiazole-3-carbonyl]-amino}-piperidine-3-carboxylic acid